[O-]CC.[O-]CC.C(CCCCC)[Al+2] n-hexyl-aluminum diethoxide